4,4,5,5-tetramethyl-2-(8-(triphenylen-2-yl)dibenzo[b,d]thiophen-3-yl-1,2,4,6,7,9-d6)-1,3,2-dioxaborolane CC1(OB(OC1(C)C)C1=C(C(=C2C(SC=3C2=C(C(=C(C3[2H])[2H])C3=CC=2C4=CC=CC=C4C4=CC=CC=C4C2C=C3)[2H])=C1[2H])[2H])[2H])C